NC(CCC1CC1)(C1=CC=NC=C1)C=1C=CC(=C(C1)NC(=O)[C@@H]1N(C[C@@H](C1)OC)C(=O)NC1=CC=C(C=C1)Cl)F (2R,4R)-N2-(5-((+)-1-amino-3-cyclopropyl-1-(pyridin-4-yl)propyl)-2-fluorophenyl)-N1-(4-chlorophenyl)-4-methoxypyrrolidine-1,2-dicarboxamide